di-methyl-glutaric anhydride CC1(CC(=O)OC(C1)=O)C